C1(CC1)C1=NC=NC(=C1C1=NC=2CCC(CC2C(=N1)NCC1=CC=C(C=C1)C=1N(C=C(N1)C(F)(F)F)C)=O)OC 2-(4-cyclopropyl-6-methoxypyrimidin-5-yl)-4-((4-(1-methyl-4-(trifluoromethyl)-1H-imidazol-2-yl)benzyl)amino)-7,8-dihydroquinazolin-6(5H)-one